(R)-2-[4-bromo-2-(1,1-difluoroethyl)-5-fluorophenoxy]-3-fluoropropionic acid BrC1=CC(=C(O[C@H](C(=O)O)CF)C=C1F)C(C)(F)F